BrC=1N=C(N(C1C(=O)NCC1OC(OC1)(C)C)CC1=CC=C(C=C1)Cl)OC1=CC(=CC=C1)OC(F)(F)F 4-Bromo-1-[(4-chlorophenyl)methyl]-N-[(2,2-dimethyl-1,3-dioxolan-4-yl)methyl]-2-[3-(trifluoromethoxy)phenoxy]-1H-imidazole-5-carboxamide